FC(C1=C(C=C2CCCN(C2=C1)C1=NN(C2=C1CN(CC2)C(=O)NC)C2CCN(CC2)C(CN2CCNCC2)=O)C=2C=NN(C2)C)F 3-[7-(difluoromethyl)-6-(1-methylpyrazol-4-yl)-3,4-dihydro-2H-quinolin-1-yl]-N-methyl-1-[1-(2-piperazin-1-ylacetyl)-4-piperidyl]-6,7-dihydro-4H-pyrazolo[4,3-c]pyridine-5-carboxamide